C1(=CC=CC=C1)C1=CC=2C=CC3=CC(=CC=C3C2C=C1)C1=CC=CC=C1 2,7-diphenylphenanthrene